OCCNC1CCC2=C(N(C1=O)C1=CC=C(C=C1)C(F)(F)F)C=CC=C2 3-((2-hydroxyethyl)amino)-1-(4-(trifluoromethyl)phenyl)-1,3,4,5-tetrahydro-2H-benzo[b]azepin-2-one